N[C@H](C(=O)O)CC1=NC=C(C(=C1)OC)NC1=NC=C(C(=N1)NCCO)C(F)(F)F (S)-2-amino-3-(5-((4-((2-hydroxyethyl)amino)-5-(trifluoromethyl)pyrimidin-2-yl)amino)-4-methoxypyridin-2-yl)propanoic acid